OC1[C@@H](NC(C1)=O)C[C@H]1C(NCC1)=O (2S)-3-hydroxy-5-oxo-2-((S)-2-oxo-3-pyrrolidinylmethyl)pyrrolidine